(4-[1-[2-(6-ethoxypyrazin-2-yl)-1,3-thiazole-5-carbonyl]pyrrolidin-2-yl]pyrimidin-2-yl)cyclopropanesulfonamide C(C)OC1=CN=CC(=N1)C=1SC(=CN1)C(=O)N1C(CCC1)C1=NC(=NC=C1)C1(CC1)S(=O)(=O)N